(R)-6-(6-ethoxypyridin-3-yl)-N-(4-fluoro-7-methoxy-2,3-dihydro-1H-inden-2-yl)pyrazine-2-carboxamide C(C)OC1=CC=C(C=N1)C1=CN=CC(=N1)C(=O)N[C@@H]1CC2=C(C=CC(=C2C1)F)OC